Indeno[2,1-f]Chromene C=1C=COC2=CC=C3C(C12)=CC=1C=CC=CC13